[N+](=O)([O-])N1C(C2=CC=CC=C2C2(C1)CCC2)=O nitro-2',3'-dihydro-1'H-spiro[cyclobutane-1,4'-isoquinoline]-1'-one